NC([C@H]([C@@H](C)O)N1C(C2(C1)CCN(CC2)C(=O)OC(C)(C)C)=O)=O tert-butyl 2-((2S,3R)-1-amino-3-hydroxy-1-oxobutan-2-yl)-1-oxo-2,7-diazaspiro[3.5]nonane-7-carboxylate